decdienoic acid C(C=CC=CCCCCC)(=O)O